C(C)(C)(C)OC(=O)N1C[C@H]([C@@H](CC1)NC(=O)C1=NOC(=C1)C1=C(C=C(C=C1)F)F)C(=O)O |r| rac-(3R,4R)-4-{[5-(2,4-difluoro-phenyl)-isoxazole-3-carbonyl]-amino}-piperidine-1,3-dicarboxylic acid 1-tert-butyl ester